N-(6-((R)-1-cyanospiro[2.2]pentan-1-yl)isoquinolin-3-yl)-1-(2,2,2-trifluoroacetyl)piperidine-4-carboxamide C(#N)[C@@]1(CC12CC2)C=2C=C1C=C(N=CC1=CC2)NC(=O)C2CCN(CC2)C(C(F)(F)F)=O